5-[4-(1-phenyl-1-cyclopropanecarbonylamino)-benzyl]-thiazolidine-2,4-dione C1(=CC=CC=C1)C1(CC1)C(=O)NC1=CC=C(CC2C(NC(S2)=O)=O)C=C1